CC=1C(C=C(C(C1C)=O)C)=O L-2,3,5-trimethylbenzoquinone